ClC=1C=C(N)C=CC1Cl 3,4-dichloro-aniline